COC1=CC=C(CNCCNCC2=CC=C(C=C2)OC)C=C1 N,N'-di(4-methoxybenzyl)-1,2-ethanediamine